FC1(CC(C1)N1N=NC2=C1CC[C@H](C2)OCC2=NN1C(=NC=3C(=CC=CC3C1=N2)OC)N)F |o1:12| (R or S)-2-(((1-(3,3-difluorocyclobutyl)-4,5,6,7-tetrahydro-1H-benzo[d][1,2,3]triazol-5-yl)oxy)methyl)-7-methoxy-[1,2,4]triazolo[1,5-c]quinazolin-5-amine